OCC=1C=2N(C=C(C1)C=1N=C3N(C(C1)=O)C=C(C=C3)N3CCN(CC3)C)C=C(N2)C 2-[8-(hydroxymethyl)-2-methylimidazo[1,2-a]pyridin-6-yl]-7-(4-methylpiperazin-1-yl)-4H-pyrido[1,2-a]pyrimidin-4-one